C(C)OC(=O)C1C(NC2=C(C(=N1)C1=C(C=CC=C1)F)C=C(C=C2)Cl)=O ethyl-[7-chloro-5-(2-fluorophenyl)-2,3-dihydro-2-oxo-1H-1,4-benzodiazepine-3-Formate]